COC(=O)N1[C@H](CCC2=C3C(=CC=C12)N(C(=N3)C[C@@H](C(=O)O)C3=CC=CC=C3)C)C (2R)-3-[(7S)-6-(methoxycarbonyl)-3,7-dimethyl-3H,6H,7H,8H,9H-imidazo[4,5-f]quinolin-2-yl]-2-phenylpropanoic acid